Cl.Cl.Cl.Cl.NCCCN(CCP(OCCCCCCCCCCOP(OCCCCCC)(=O)CCN(CCCN)CCCN)(OCCCCCC)=O)CCCN Decane-1,10-diyl dihexyl bis((2-(bis(3-aminopropyl)amino)-ethyl)phosphonate) tetrahydrochloride